ClC1=NC(=NC(=C1)C1=NN(C=C1CC1=C(C=CC(=C1)CSC1=CC=CC=C1)C1CC1)C(F)F)N 4-chloro-6-[4-[[2-cyclopropyl-5-(phenylsulfanylmethyl)phenyl]methyl]-1-(difluoromethyl)pyrazol-3-yl]pyrimidin-2-amine